2-thioxoimidazolidin-4-one S=C1NCC(N1)=O